CC(CN1C(C2=CC=C(C=C2C1)OCC=1C=C(C=CC1)C=1C=CC(=C(C(=O)O)C1)Cl)=O)(C)C 5-(3-{[2-(2,2-Dimethylpropyl)-1-oxoisoindolin-5-yloxy]methyl}phenyl)-2-chlorobenzoic acid